1,3-dihydroxyallyl alcohol OC(C=CO)O